CN(C(C=C)=O)[C@@H]1C[C@@H](C1)OC=1C=2N(C=C(N1)C=1C=NN(C1)[C@H]1COCC1)N=CC2 N-methyl-N-((cis)-3-((6-(1-((R)-tetrahydrofuran-3-yl)-1H-pyrazol-4-yl)pyrazolo[1,5-a]pyrazin-4-yl)oxy)cyclobutyl)acrylamide